C(C(=C)C)(=O)O.OCCC(C(=O)O)=CC1=CC=C(C=C1)C(F)(F)F hydroxyethyl-[4-(trifluoromethyl)cinnamic acid] methacrylate